Ethyl 3-[(2RS,4R)-4-fluoropyrrolidin-2-yl]-3-oxo-propanoate hydrochloride Cl.F[C@@H]1C[C@@H](NC1)C(CC(=O)OCC)=O |&1:4|